C(#N)C=1C=C(C(=O)NC2=CC(=CC=C2)C=2C(=CC3=C(N=CS3)C2)C)C=CC1NC(\C=C\CNC1CCC(CC1)OC)=O 3-cyano-4-((E)-4-(((1r,4r)-4-methoxycyclohexyl)amino)but-2-enamido)-N-(3-(6-methylbenzo[d]thiazol-5-yl)phenyl)benzamide